1-(3-chloro-5-trifluoromethoxyphenyl)-3-[2-(2-hydroxyethyl)phenyl]urea ClC=1C=C(C=C(C1)OC(F)(F)F)NC(=O)NC1=C(C=CC=C1)CCO